ClC1=C(C=CC=C1)C1NCCCC1 2-(2-chlorophenyl)piperidine